CP(ON1C(C=C(C=C1)NC(C1=C(C=C(C(=C1)Cl)C(F)(F)F)C1CCOC2=CC(=CC=C12)F)=O)=O)([O-])=O (4-(5-chloro-2-(7-fluoro-chroman-4-yl)-4-(trifluoromethyl) benzamido)-2-oxopyridin-1(2H)-yl) methylphosphonate